1-bromon-pentane tert-butyl-4-(5-cyanothiazol-2-yl)piperazin-1-carboxylate C(C)(C)(C)OC(=O)N1CCN(CC1)C=1SC(=CN1)C#N.BrCCCCC